CN(C(/C=C/CC[C@@H](C(=O)NC=1C(N(C=CC1)CC=1SC2=C(N1)C=CC=C2CC(C)C)=O)NC(OCCO)=O)=O)C 2-hydroxyethyl (S,E)-(7-(dimethylamino)-1-((1-((7-isobutylbenzo[d]thiazol-2-yl)methyl)-2-oxo-1,2-dihydropyridin-3-yl)amino)-1,7-dioxohept-5-en-2-yl)carbamate